8-bromo-3-(methylsulfonyl)-2,3,4,5-tetrahydro-1H-benzo[d]azepin-1-amine BrC=1C=CC2=C(C(CN(CC2)S(=O)(=O)C)N)C1